(R)-2-methyl-N-(1-(2-(1-methyl-1H-pyrazol-4-yl)quinolin-4-yl)ethyl)-4-((methylamino)methyl)benzamide CC1=C(C(=O)N[C@H](C)C2=CC(=NC3=CC=CC=C23)C=2C=NN(C2)C)C=CC(=C1)CNC